BrC1=NC=CC(=C1C)C 2-bromo-3,4-dimethyl-pyridine